C(C1=CC=CC=C1)OC(C1=CC(=C(C=C1)OCC(=O)OC(C)(C)C)OC)=O 4-(2-tert-butoxy-2-oxo-ethoxy)-3-methoxy-benzoic acid benzyl ester